(6-methylpyridazin-3-yl)methanamine hydrochloride Cl.CC1=CC=C(N=N1)CN